C(C)N(CCN)C N-ethyl-N-methylethane-1,2-diamine